C12(CC(C1)C2)NC(CN2C(C(=CC=C2)NC([C@H](CC/C=C/C(=O)NC2=CC=CC=C2)NC(=O)C2=C(OC(=C2)Br)C)=O)=O)=O (S,E)-N7-(1-(2-(Bicyclo[1.1.1]pentan-1-ylamino)-2-oxoethyl)-2-oxo-1,2-dihydropyridin-3-yl)-6-(5-bromo-2-methylfuran-3-carboxamido)-N1-phenylhept-2-endiamid